(1R,2S)-2-(aminomethyl)-1-methyl-4-((1-methyl-1H-pyrazol-4-yl)methyl)-N-(1-methyl-cyclopropyl)-5-oxo-1,2,4,5-tetrahydroimidazo[1,2-a]quinazoline-7-sulfonamide NC[C@@H]1N=C2N(C3=CC=C(C=C3C(N2CC=2C=NN(C2)C)=O)S(=O)(=O)NC2(CC2)C)[C@@H]1C